BrC=1C(=NC=C(C1)COC1OCCCC1)Cl 3-bromo-2-chloro-5-(tetrahydropyran-2-yloxymethyl)pyridine